FC1=CC=C(C(=O)NC2=C(C=C3CCC=4C=CC=C2C43)S(=O)(=O)C)C=C1 4-Fluoro-N-(4-(methylsulfonyl)-1,2-dihydroacenaphthylen-5-yl)benzamide